styrene-maleic acid-anhydride C(=CC1=CC=CC=C1)/C/1=C/C(=O)OC1=O